5-cholestene-3β,22(S)-diol C[C@@H]([C@H]1CC[C@@H]2[C@@]1(CC[C@H]3[C@H]2CC=C4[C@@]3(CCC(C4)O)C)C)[C@@H](CCC(C)C)O